4-(tert-Butyloxycarbonyl)morpholine-2-carboxylic acid C(C)(C)(C)OC(=O)N1CC(OCC1)C(=O)O